N-(2-chloro-5-fluorobenzyl)pyridin-2-amine ClC1=C(CNC2=NC=CC=C2)C=C(C=C1)F